S[N] mercaptonitrogen